C1(=CC=CC2=CC=CC=C12)C1C(=O)OC(C1)C α-naphthyl-γ-valerolactone